FC=1C=C(C=CC1)C1CO1 3-fluorophenyl ethylene oxide